OC=1C=NC(=NC1)C1CCN(CC1)C1=CC(=C(C#N)C=C1)C(F)(F)F 4-(4-(5-hydroxypyrimidin-2-yl)piperidin-1-yl)-2-(trifluoromethyl)benzonitrile